9-Chloro-2-ethoxy-4-(4-fluorophenyl)-5H-indeno[1,2-b]pyridine-3-carbonitrile ClC=1C=CC=C2CC=3C(=NC(=C(C3C3=CC=C(C=C3)F)C#N)OCC)C12